1-(6-chloropyridin-2-yl)-3-(isoquinolin-4-yl)-2-oxoimidazoline-4-carbonitrile ClC1=CC=CC(=N1)N1C(N(C(C1)C#N)C1=CN=CC2=CC=CC=C12)=O